1-(3,5-dichloro-4-pyridyl)ethanol ClC=1C=NC=C(C1C(C)O)Cl